C1(CC1)N1C=C(C(C2=CC(=C(C=C12)N1C[C@@H](CC1)O)F)=O)CN([C@@H]1CN(CCC1)C(=O)OC(C)(C)C)CC1=CC(=NC=C1)C tert-butyl (3S)-3-[({1-cyclopropyl-6-fluoro-7-[(3R)-3-hydroxypyrrolidin-1-yl]-4-oxo-1,4-dihydroquinolin-3-yl}methyl)[(2-methylpyridin-4-yl)methyl]amino]piperidine-1-carboxylate